CC1=C(NC(=C1)C)C=O 3,5-dimethyl-2-pyrrolal